CC(C)(C)OC(=O)NC1=CC=C(C=N1)C1=CC=C(C=C1)C1=CC=2C(=CN=CC2)N1C(=O)OC(C)(C)C tert-butyl 2-[4-[6-[(2-methylpropan-2-yl)oxycarbonylamino]pyridin-3-yl]phenyl]pyrrolo[2,3-c]pyridine-1-carboxylate